C(C)(C)(C)C=1C=C(CN2C(N(C(N(C2=O)CC2=CC(=C(C(=C2)C(C)(C)C)O)C(C)(C)C)=O)CC2=CC(=C(C(=C2)C(C)(C)C)O)C(C)(C)C)=O)C=C(C1O)C(C)(C)C 1,3,5-Tris(3',5'-di-tert-butyl-4'-hydroxybenzyl)-S-triazine-2,4,6[1H,3H,5H]-trione